n-octyldi-n-decyl-ammonium C(CCCCCCC)[NH+](CCCCCCCCCC)CCCCCCCCCC